2-methacryloyl-oxyethyl-carboxylic acid C(C(=C)C)(=O)OCCC(=O)O